C(C)(C)(C)OC(=O)N1C(CCCC1)CCNCCCNC1=CC(=NC2=CC=CC=C12)C1=CC=C(C=C1)OC tert-Butyl-2-(2-((3-((2-(4-methoxyphenyl)quinolin-4-yl)amino)propyl)amino)ethyl)piperidine-1-carboxylate